(R)-3-hydroxy-1-methyl-3-(3-(3-(1-(tetrahydro-2H-pyran-2-yl)-4-(trifluoromethyl)-1H-pyrazolo[3,4-b]pyridin-6-yl)phenyl)isoxazol-5-yl)pyrrolidin-2-one O[C@@]1(C(N(CC1)C)=O)C1=CC(=NO1)C1=CC(=CC=C1)C1=CC(=C2C(=N1)N(N=C2)C2OCCCC2)C(F)(F)F